N-{3-[2-(4-chloro-3-fluorophenoxy)acetamido]bicyclo[1.1.1]pentan-1-yl}-2-(2-methoxyacetamido)benzamide ClC1=C(C=C(OCC(=O)NC23CC(C2)(C3)NC(C3=C(C=CC=C3)NC(COC)=O)=O)C=C1)F